C(=O)C1(C(N2C(CC2S1(=O)=O)=O)C(=O)[O-])C 3-formyl-3-methyl-7-oxo-4-thia-1-azabicyclo[3.2.0]heptane-2-carboxylate-4,4-dioxide